5-phenyl-4-bora-3a,4a-diaza-s-indacene-3-propionic acid C1(=CC=CC=C1)C=1N2BN3C(C=CC3=CC2=CC1)CCC(=O)O